C(C)(C)(C)OC(=O)N1C(CNC(C1)CN1[C@@H](COCC1)C)C 2-methyl-5-((R)-3-methyl-morpholin-4-ylmethyl)-piperazine-1-carboxylic acid tert-butyl ester